5-((4-chloro-5-((4''-(2,2-diethoxyethoxy)-2,2'-dimethyl-3''-nitro-[1,1':3',1''-terphenyl]-3-yl)methoxy)-2-formylphenoxy)methyl)nicotinonitrile ClC1=CC(=C(OCC=2C=NC=C(C#N)C2)C=C1OCC=1C(=C(C=CC1)C1=C(C(=CC=C1)C1=CC(=C(C=C1)OCC(OCC)OCC)[N+](=O)[O-])C)C)C=O